P(=S)(SCCCCCCCCC)(OCCCCCCCCC)[O-].[Zn+2].C(CCCCCCCC)SP(=S)(OCCCCCCCCC)[O-] zinc di(nonyl) dithiophosphate